7-nitro-N-(pyrrolidin-3-yl)benzo[c][1,2,5]oxadiazol-4-amine [N+](=O)([O-])C1=CC=C(C=2C1=NON2)NC2CNCC2